6-((S)-1-amino-1,3-dihydrospiro[indene-2,4'-piperidine]-1'-yl)-3-(1-phenylpropyl)-1,5-dihydro-4H-pyrazolo[3,4-d]pyrimidin-4-one N[C@@H]1C2=CC=CC=C2CC12CCN(CC2)C=2NC(C1=C(N2)NN=C1C(CC)C1=CC=CC=C1)=O